C(N)(OCC1CCN(CC1)C=1OC2=C(N1)C=C(C=C2)Cl)=O [[1-(5-chloro-1,3-benzoxazol-2-yl)-4-piperidyl] methyl] carbamate